(E)-1-((5-chloro-[1,1'-biphenyl]-2-yl)sulfonyl)-4-fluoro-N-(3-(methylsulfonyl)allyl)piperidine-4-carboxamide ClC=1C=CC(=C(C1)C1=CC=CC=C1)S(=O)(=O)N1CCC(CC1)(C(=O)NC\C=C\S(=O)(=O)C)F